(3S)-10-nitro-2,3,5,6-tetrahydro-3,7-methanobenzo[e][1,4,7]dioxazonine-11-carbonitrile [N+](=O)([O-])C=1C=CC2=C(OC[C@H]3OCCN2C3)C1C#N